1-((3S,4R)-4-(3-((4-amino-5-(5-chloro-6-methoxypyridin-2-yl)-7-methyl-7H-pyrrolo[2,3-d]pyrimidin-6-yl)ethynyl)azetidin-1-yl)-3-fluoropiperidin-1-yl)prop-2-en-1-one NC=1C2=C(N=CN1)N(C(=C2C2=NC(=C(C=C2)Cl)OC)C#CC2CN(C2)[C@H]2[C@H](CN(CC2)C(C=C)=O)F)C